4-(4,4-difluoropiperidin-1-yl)but-2-enamide FC1(CCN(CC1)CC=CC(=O)N)F